BrCCC1=CC(=C(C=C1)Cl)Cl 4-(2-Bromoethyl)-1,2-dichlorobenzene